CON(C([C@H](CC=1N=CN(C1)C(C1=CC=CC=C1)(C1=CC=CC=C1)C1=CC=CC=C1)NC([C@@H](C)C1=CC2=CC=C(C=C2C=C1)OC)=O)=O)C (S)-N-methoxy-2-((S)-2-(6-methoxynaphthalen-2-yl)propanamido)-N-methyl-3-(1-trityl-1H-imidazol-4-yl)propanamide